N1C=C(C2=CC=CC=C12)C(CN1N=NC(=C1)CCC(=O)NC1=CC=CC=C1)(C)C 3-(1-(2-(1H-indol-3-yl)-2-methylpropyl)-1H-1,2,3-triazol-4-yl)-N-phenylpropionamide